5-(4-cyanophenyl)-4-(2,6-diisopropylphenyl)-3-(2-methylphenyl)-4H-1,2,4-triazole C(#N)C1=CC=C(C=C1)C=1N(C(=NN1)C1=C(C=CC=C1)C)C1=C(C=CC=C1C(C)C)C(C)C